ClC=1C=CC=2C(=C3N(C2C1C=1C(=NN(C1C)C)C)[C@@H](CN(C3=O)C3=CN(C1=CC(=CC=C31)C(=O)N)C)C)CCCOC3=CC(=C(C(=C3)C)Cl)C 3-[(4R)-7-chloro-10-[3-(4-chloro-3,5-dimethyl-phenoxy)propyl]-4-methyl-1-oxo-6-(1,3,5-trimethylpyrazol-4-yl)-3,4-dihydropyrazino[1,2-a]indol-2-yl]-1-methyl-indole-6-carboxamide